monomethoxycurcumin COC(C(/C=C/C=1C=C(OC)C(=CC1)O)=O)C(=O)\C=C\C1=CC=C(O)C(OC)=C1